C1(=CC(=CC(=C1)CN)CN)CN 1,3,5-Benzenetrimethanamine